COC(=O)C1=NC(=C(N=C1)NCCN1CCCC1)[C@H](C)C1=CC=C(C=C1)F (R)-6-(1-(4-fluorophenyl)ethyl)-5-((2-(pyrrolidin-1-yl)ethyl)amino)pyrazine-2-carboxylic acid methyl ester